COC(=O)N1C=NC2=C1C=C(C(=C2)C2=CC=C(C=C2)CCC)C2=CC=C(C=C2)CCC 5,6-bis(4-n-propylphenyl)-1H-benzimidazole-1-carboxylic acid methyl ester